P(=O)(OCC1=CC=CC=C1)(OCC1=CC=CC=C1)O[C@@H]1C(OC2=CC=C(C=C2[C@H]1N1C(CCC1)=O)C(F)(F)F)(C)C dibenzyl ((3S,4R)-2,2-dimethyl-4-(2-oxopyrrolidin-1-yl)-6-(trifluoromethyl)chroman-3-yl) phosphate